ClC1=CC(=NC(=C1C(F)F)Cl)N(CC1=CC=C(C=C1)OC)CC1=CC=C(C=C1)OC 4,6-dichloro-5-(difluoromethyl)-N,N-bis(4-methoxybenzyl)pyridin-2-amine